C(C)OC(=O)C1(CCNCC1)C=C 4-vinylpiperidine-4-carboxylic acid ethyl ester